ClC1=C(C(=O)N2COC3=C(C2)C=CC=C3C3=CC(=C(C(=O)O)C=C3F)N3C2COCC3CC2)C(=CC(=C1)N1CC2(C1)CC(C2)OC2CC2)Cl 4-[3-[2,6-Dichloro-4-(6-cyclopropyloxy-2-azaspiro[3.3]heptan-2-yl)benzoyl]-2,4-dihydro-1,3-benzoxazin-8-yl]-5-fluoro-2-(3-oxa-8-azabicyclo[3.2.1]octan-8-yl)benzoic acid